NC=1N(C=2C(=C3N=C(C(=NC3=CC2)C)C)N1)C 2-amino-3,7,8-trimethylimidazo[4,5-f]quinoxaline